NC=1N=CC(=NC1N1N=CN=C1)C=1C=C(C=CC1C)S(=O)(=O)NC12CC(C1)(C2)C(=O)NC 3-(3-(5-Amino-6-(1H-1,2,4-triazol-1-yl)pyrazin-2-yl)-4-methylphenyl-sulfonamido)-N-methylbicyclo[1.1.1]pentane-1-carboxamide